phenyl (4-toluoyl) disulfide C1(=CC=C(C=C1)C(=O)SSC1=CC=CC=C1)C